N4-(benzo[d]oxazolin-2(3H)-one-5-yl)-5-methyl-N2-[3-(morpholin-4-yl)-4-trifluoromethoxyphenyl]-2,4-pyrimidinediamine O1C(NC2=C1C=CC(=C2)NC2=NC(=NC=C2C)NC2=CC(=C(C=C2)OC(F)(F)F)N2CCOCC2)=O